3-methoxy-4-{[3-(4-{[(1S,4S)-4-(3-methoxypiperidin-1-yl)cyclohexyl]amino}-1-(2,2,2-trifluoroethyl)-1H-indol-2-yl)prop-2-yn-1-yl]amino}benzene-1-sulfonamide COC=1C=C(C=CC1NCC#CC=1N(C2=CC=CC(=C2C1)NC1CCC(CC1)N1CC(CCC1)OC)CC(F)(F)F)S(=O)(=O)N